(S)-3-(1'-((2-(difluoromethyl)-2H-indazol-6-yl)methyl)-6-oxo-6,8-dihydro-2H,7H-spiro[furo[2,3-e]isoindole-3,4'-piperidin]-7-yl)piperidine-2,6-dione FC(N1N=C2C=C(C=CC2=C1)CN1CCC2(CC1)COC1=C3CN(C(C3=CC=C12)=O)[C@@H]1C(NC(CC1)=O)=O)F